1,5-diisopropenylnaphthalene C(=C)(C)C1=CC=CC2=C(C=CC=C12)C(=C)C